O[C@H]1CN(CC1)C1=C(C=C2C(=N1)N=C(O2)N2CCOCC2)C(=O)NC=2C=NN(C2)C (R)-5-(3-Hydroxypyrrolidin-1-yl)-N-(1-methyl-1H-pyrazol-4-yl)-2-morpholinooxazolo[4,5-b]pyridine-6-carboxamide